CC1=CC=C(C=C1)S(=O)(=O)O.CC1=CC=C(C=C1)S(=O)(=O)O.CC1=CC=C(C=C1)S(=O)(=O)O.CC1=CC=C(C=C1)S(=O)(=O)O.NCC(=O)N1[C@@H](CCC1)C#N (S)-1-glycylpyrrolidine-2-carbonitrile tetrakis(4-methylbenzenesulfonate)